C(CCCO)CC/C=C/C(=O)O The molecule is a monounsaturated fatty acid that is (2E)-non-2-enoic acid in which one of the hydrogens at position 9 is replaced by a hydroxy group. It is an omega-hydroxy fatty acid, a medium-chain fatty acid, a straight-chain fatty acid, an alpha,beta-unsaturated monocarboxylic acid and a hydroxy monounsaturated fatty acid.